NCCCN(CC)CC N-(3-aminopropyl)diethylamine